N[C@H]1CN(CCC1)C(=O)C1=CC2=C(N(C(=N2)C2=CC=3C=4N2CCN(C4C=CC3)C(C3=CC=CC=C3)=O)C)C(=C1)OC (R)-(3-aminopiperidin-1-yl)(2-(1-benzoyl-2,3-dihydro-1H-pyrrolo[1,2,3-de]quinoxalin-5-yl)-7-methoxy-1-methyl-1H-benzo[d]imidazol-5-yl)methanone